3-phenyl-2-(1H-pyrrol-1-yl)1-propanol C1(=CC=CC=C1)CC(CO)N1C=CC=C1